2'-Chloro-N-(5-(4-chloro-3-methoxy-benzoyl)-5,6-dihydro-4H-pyrrolo[3,4-d]thiazol-2-yl)-5'-methoxy-6-methyl-[4,4'-bipyridine] ClC1=NC=C(C(=C1)C1=CCN(C(=C1)C)C=1SC2=C(N1)CN(C2)C(C2=CC(=C(C=C2)Cl)OC)=O)OC